N-(3-Chlorophenyl)-N-(2-((2-cyanobenzyl)amino)-2-oxo-1-phenylethyl)-propiolamide ClC=1C=C(C=CC1)N(C(C#C)=O)C(C(=O)NCC1=C(C=CC=C1)C#N)C1=CC=CC=C1